methyl (2S,3R)-2-aminomethyl-3-aminobutyrate NC[C@H](C(=O)OC)[C@@H](C)N